14-((2-(2,6-dioxopiperidin-3-yl)-1,3-dioxoisoindolin-4-yl)amino)-3,6,9,12-tetraoxatetradecane O=C1NC(CCC1N1C(C2=CC=CC(=C2C1=O)NCCOCCOCCOCCOCC)=O)=O